ClC1=NC=CC2=C1C=NN2 4-chloro-1H-pyrazolo(4,3-c)pyridine